BrC1=NC2=CC=C(C=C2C=C1)O 2-bromo-quinolin-6-ol